FC(CCC=1C(=NON1)C(=O)O)(F)F 4-(3,3,3-trifluoropropyl)-1,2,5-oxadiazole-3-carboxylic acid